2-[5-(5-carbamoyl-4-oxo-1H-1,6-naphthyridin-2-yl)-3-chloro-6-methyl-2-pyridyl]-2-methyl-propanoic acid C(N)(=O)C1=C2C(C=C(NC2=CC=N1)C=1C=C(C(=NC1C)C(C(=O)O)(C)C)Cl)=O